C(C)OCC(C(/C=C/[C@H]1[C@@H](C[C@H]2[C@@H]1CCC1=C(O2)C(=C(C=C1)C(=O)O)C)O)O)(C)C (1R,2R,3aS,10aR)-1-[(1E,3ξ)-5-ethoxy-3-hydroxy-4,4-dimethyl-1-penten-1-yl]-2-hydroxy-5-methyl-2,3,3a,9,10,10a-hexahydro-1H-benzo[b]cyclopenta[f]oxepin-6-carboxylic acid